CC1=C(OC2=C1C=C(C=C2)S(N(CCC2=CC=CC=C2)CC2=CC=CC=C2)(=O)=O)C(=O)OCC Ethyl 3-methyl-5-(N-benzyl-N-phenylethylsulfamoyl)benzofuran-2-carboxylate